(tert-butyldimethylsilyl)-Z-serine [Si](C)(C)(C(C)(C)C)N[C@@H](CO)C(=O)O